CC(C)(C)[S@](=O)/N=C(\C)/C1CCC(CC1)NC(OC(C)(C)C)=O tert-butyl [(1r,4r)-4-{(1E)-N-[(S)-2-methylpropane-2-sulfinyl]ethaneimidoyl}cyclohexyl]carbamate